CC1=NC=C(C=C1NC(OC1CCCCC1)=O)C1=CC2=C(N=C(S2)NC(CN2C(CNCC2)C)=O)C=C1 cyclohexyl (2-methyl-5-(2-(2-(2-methylpiperazin-1-yl)acetamido)benzo[d]thiazol-6-yl)pyridin-3-yl)carbamate